CC(CC)C1=CC=C(CN)C=C1 4-(1-methylpropyl)benzylamine